C(C1=CC=CC=C1)OC=1C=CC2=C(C(=C(O2)C)C(=O)NC2C[C@H]3CC[C@@H](C2)N3C(=O)OC(C)(C)C)C1 tert-butyl (1R,3s,5S)-3-(5-(benzyloxy)-2-methylbenzofuran-3-carboxamido)-8-azabicyclo-[3.2.1]octane-8-carboxylate